3-((4-(7-chloro-4-(pyrrolidin-3-yl)-3,4-dihydro-2H-benzo[b][1,4]oxazin-5-yl)pyrrolo[2,1-f][1,2,4]triazin-6-yl)methyl)-6,6-dimethyl-3-azabicyclo[3.1.0]hexane-2,4-dione hydrochloride Cl.ClC=1C=C(C2=C(OCCN2C2CNCC2)C1)C1=NC=NN2C1=CC(=C2)CN2C(C1C(C1C2=O)(C)C)=O